C12=CC=CC=CC2=CC=C1 bicyclo[5.3.0]decapentaene